NCCOCCOCCOCCN1CCC(CC1)N1N=C(C=2C1=NC=NC2N)C2=CC=C(C=C2)OC2=CC=CC=C2 1-[1-[2-[2-[2-(2-aminoethoxy)ethoxy]ethoxy]ethyl]-4-piperidyl]-3-(4-phenoxyphenyl)pyrazolo[3,4-d]pyrimidin-4-amine